2-chloro-6-((dimethylamino)methyl)benzene ClC1=CC(=CC=C1)CN(C)C